1-hydroxypseudouridine ON1C=C([C@H]2[C@H](O)[C@H](O)[C@@H](CO)O2)C(NC1=O)=O